C1=CC=C(C=C1)S(=O)(=O)NN 4-benzenesulfonyl-hydrazine